C1(CCC1)C=1C(=NN(C1C1=CC=C(C=C1)F)C)NC(C(C1CC1)C1CC1)=O N-(4-cyclobutyl-5-(4-fluorophenyl)-1-methyl-1H-pyrazol-3-yl)-2,2-dicyclopropylacetamide